OP(O)OP(O)O.C(C)(C)(CC)C1=C(C(=CC(=C1)C)C(C)(C)CC)C(O)C(CO)(CO)CO 2,6-di-t-pentyl-4-methylphenyl-pentaerythritol diphosphite